3,5-di-tert-butyl-4-hydroxybenzylphosphonic acid-diethyl ester C(C)OP(OCC)(=O)CC1=CC(=C(C(=C1)C(C)(C)C)O)C(C)(C)C